5-(4-((2-(3-ethylureido)pyridin-4-yl)methyl)piperazin-1-yl)-6-fluoro-N-methylpicolinamide C(C)NC(NC1=NC=CC(=C1)CN1CCN(CC1)C=1C=CC(=NC1F)C(=O)NC)=O